NC1=NC(C(=C2N1C=CC(=C2)C(F)(F)F)C2=CC=CC=C2)=O 1-amino-4-phenyl-6-(trifluoromethyl)-3H-pyrido[1,2-c]pyrimidin-3-one